ethyldi-t-butylphosphin C(C)P(C(C)(C)C)C(C)(C)C